(trichlorosilyl)(dichloro-boryl)methane Cl[Si](Cl)(Cl)CB(Cl)Cl